C(=CC=CC=CCCCCCCCCCCCCC)C=1OCCN1 2-nonadecatrienyl-2-oxazoline